C(C1=CC=CC=C1)ON1C(N2[C@@H](C[C@@H]1C2)C(=O)OCC2=CC=CC=C2)=O benzyl (4R,6S)-3-(benzyloxy)-2-oxo-1,3-diazabicyclo[2.2.1]heptane-6-carboxylate